(13S)- and (13R)-10,11-difluoro-4-hydroxy-13-methyl-3,5-dioxo-N-(2,4,6-trifluorobenzyl)-3,5,8,13-tetrahydro-7H-6,13-methanobenzo[g]pyrido[1,2-a][1,4]diazonine-2-carboxamide FC=1C(=CC2=C(CCN3C(C=4N([C@@]2(C3)C)C=C(C(C4O)=O)C(=O)NCC4=C(C=C(C=C4F)F)F)=O)C1)F |r|